COC1=C(C(=O)C2=C(N(N=C2)C)C(=O)O)C=CC(=C1)C(F)(F)F 4-[2-methoxy-4-(trifluoromethyl)benzoyl]-2-methyl-pyrazole-3-carboxylic acid